1-(3-methoxyphenyl)-2,4,4-trimethylpentane-1,3-dione COC=1C=C(C=CC1)C(C(C(C(C)(C)C)=O)C)=O